Thiodiethylenbis-(3,5-di-tert.-butyl-4-hydroxyhydrocinnamat) S(CCC(C(=O)[O-])CC1=CC(=C(C(=C1)C(C)(C)C)O)C(C)(C)C)CCC(C(=O)[O-])CC1=CC(=C(C(=C1)C(C)(C)C)O)C(C)(C)C